(3R)-N-[(1R)-1-(cyclobutylmethyl)-2-methylpropyl]-7-hydroxy-1,2,3,4-tetrahydroisoquinoline-3-carboxamide C1(CCC1)C[C@H](C(C)C)NC(=O)[C@@H]1NCC2=CC(=CC=C2C1)O